(Z)-1-(2-chlorophenyl)-N'-((5-(difluoromethyl)-1-methyl-1H-pyrazole-3-carbonyl)oxy)cyclopropane-1-carboximidamide ClC1=C(C=CC=C1)C1(CC1)/C(/N)=N/OC(=O)C1=NN(C(=C1)C(F)F)C